OC(CC(=O)OCCC)C propyl beta-hydroxybutyrate